(1S,2R)-1-(2-methoxy-5-methylphenyl)-N-(2-methylquinoline-5-sulfonyl)-2-phenylcyclopropane-1-carboxamide COC1=C(C=C(C=C1)C)[C@]1([C@H](C1)C1=CC=CC=C1)C(=O)NS(=O)(=O)C=1C=2C=CC(=NC2C=CC1)C